1-(2-(2-((1s,3s)-adamantan-1-yl)acetamido)ethyl)-6-(6-(4-isopropylpiperazin-1-yl)pyridin-3-yl)-N-((6-methyl-2-oxo-4-propyl-1,2-dihydropyridin-3-yl)methyl)-1H-indazole-4-carboxamide C12(CC3CC(CC(C1)C3)C2)CC(=O)NCCN2N=CC=3C(=CC(=CC23)C=2C=NC(=CC2)N2CCN(CC2)C(C)C)C(=O)NCC=2C(NC(=CC2CCC)C)=O